3,4-dihydro-1H-pyrido[4,3-b]indole-2(5H)-carboxylate C1N(CCC=2NC=3C=CC=CC3C21)C(=O)[O-]